tert-butyl (S)-6-(1,2-bis((methylsulfonyl)oxy)ethyl)-3-iodo-1H-indazole-1-carboxylate CS(=O)(=O)O[C@H](COS(=O)(=O)C)C1=CC=C2C(=NN(C2=C1)C(=O)OC(C)(C)C)I